C(CC(O)(C(=O)O)CC(=O)[O-])(=O)[O-].[Zn+2].[O-2].[Zn+2] zinc oxide zinc citrate